OC(C1=CC=C(C=C1)OC1=CC=CC=C1)=C(C#N)C#N (hydroxy(4-phenoxyphenyl)methylene)malononitrile